ClC1=CC(=C(C=C1Cl)[C@@H](C1CCN(CC1)C(=O)N1CCN(CC1)C(=O)OC(C)(C)C)N[S@@](=O)C(C)(C)C)OCC=C tert-butyl 4-[4-[(R)-[4,5-dichloro-2-(prop-2-en-1-yloxy)phenyl]([[(S)-2-methylpropane-2-sulfinyl]amino])methyl]piperidine-1-carbonyl]piperazine-1-carboxylate